NC(C(=O)O)CC1=CC(=CC=C1)F 2-amino-3-(3-fluorophenyl)propionic acid